C=1(C(=C(C(=CC1)O)O)O)O benzene-1,2,3,4-tetraol